C(#C)C1=CC=C(CN2CCN(CC2)C(=O)N2N=C(C=C2)C(=O)N)C=C1 1-(4-(4-ethynylbenzyl)piperazine-1-carbonyl)-1H-pyrazole-3-carboxamide